CN1CCC(CC1)NC=1N=CC2=C(N1)NC=C2C2=CC1=C(C(NCCO1)=O)C=C2 8-(2-((1-methylpiperidin-4-yl)amino)-7H-pyrrolo[2,3-d]pyrimidin-5-yl)-3,4-dihydrobenzo[f][1,4]oxazepin-5(2H)-one